CC=1N=C(SC1)C(=O)O methylthiazolecarboxylic acid